N1(CCC1)C1=CC=C2C3(CC=4C(=NOC4C2=C1)NS(=O)(=O)C1=C(C=C(C=C1OC)C(=O)N1CCN2CC[C@H]1C2)OC)CC3 N-(8'-(azetidin-1-yl)-4'H-spiro[cyclopropane-1,5'-naphtho[2,1-d]isoxazol]-3'-yl)-4-((1S,5S)-1,4-diazabicyclo[3.2.1]octane-4-carbonyl)-2,6-dimethoxybenzenesulfonamide